(2S)-2-[[2-(3-chloro-4-methylsulfonyl-anilino)-5-(3-isopropyl-1,2,4-oxadiazol-5-yl)pyrimidin-4-yl]amino]-2-phenyl-ethanol ClC=1C=C(NC2=NC=C(C(=N2)N[C@H](CO)C2=CC=CC=C2)C2=NC(=NO2)C(C)C)C=CC1S(=O)(=O)C